N-{4-[2-(morpholin-4-yl)-8-(1H-pyrazol-5-yl)-1,7-naphthyridin-4-yl]phenyl}methanesulfonamide N1(CCOCC1)C1=NC2=C(N=CC=C2C(=C1)C1=CC=C(C=C1)NS(=O)(=O)C)C1=CC=NN1